FC(C(C(CI)(F)F)(F)F)(F)F 1,1,1,2,2,3,3-heptafluoro-4-iodobutane